C1(CCCCC1)[C@@H](C)OC1=C(C(=O)NC2=C(C(=O)OC)C=CC=C2C)C=C(C(=C1)N1N=C2N(CCCC2)C1=O)F Methyl 2-({2-[(1R)-1-cyclohexylethoxy]-5-fluoro-4-(3-oxo-5,6,7,8-tetrahydro [1,2,4]triazolo[4,3-a]pyridin-2(3H)-yl) benzoyl} amino)-3-methylbenzoate